(S)-(S)-azetidin-2-ylmethyl 1-(4-fluorophenyl)-3,4-dihydroisoquinoline-2(1H)-carboxylate FC1=CC=C(C=C1)[C@@H]1N(CCC2=CC=CC=C12)C(=O)OC[C@H]1NCC1